4-[(3S)-3-amino-3-methylpyrrolidin-1-yl]-6-cyano-N-(cyclopropylmethyl)-5-(3,5-difluorophenyl)-N-methylpyridine-3-carboxamide N[C@@]1(CN(CC1)C1=C(C=NC(=C1C1=CC(=CC(=C1)F)F)C#N)C(=O)N(C)CC1CC1)C